1,3-bis(6-aminocaprooxy)adamantane NCCCCCC(=O)OC12CC3(CC(CC(C1)C3)C2)OC(CCCCCN)=O